ClC1=NC(=NC=C1)C=O 4-CHLOROPYRIMIDINE-2-CARBALDEHYDE